C(C)C1C(C1)(C=O)C1=CC=C(C=C1)Cl ethyl-1-(4-chlorophenyl)cyclopropane-1-carbaldehyde